tert-butyl(6-((3-((2-chloro-5-(methylcarbamoyl)pyridin-4-yl)amino)-4-methoxy-5-(5-methylpyrimidine-2-yl)phenethoxy)methyl)pyridin-2-yl)carbamate C(C)(C)(C)OC(NC1=NC(=CC=C1)COCCC1=CC(=C(C(=C1)C1=NC=C(C=N1)C)OC)NC1=CC(=NC=C1C(NC)=O)Cl)=O